C12(C(CCCC1)O2)CC21C(CC(CC2)C(=O)O)O1 4-epoxycyclohexylmethyl-3,4-epoxycyclohexyl-formic acid